CC(CO)CC(C1C(C(=CC1)C)(C)C)=C beta,2,2,3-tetramethyl-delta-methylene-3-cyclopentene-1-butanol